C(#N)C=1C=2CCCC2C(=C2CCCC12)NC(=O)N=[S@@](=O)(N)C=1C=NC(=CC1)C(C)(C)O (S)-N'-((8-cyano-1,2,3,5,6,7-hexahydro-s-indacen-4-yl)carbamoyl)-6-(2-hydroxypropan-2-yl)pyridine-3-sulfonimidamide